7-bromo-N-[(1R,2S,3S)-3-tert-butoxy-2-[[tert-butyl(dimethyl)silyl]oxymethyl]cyclobutyl]-2-chloro-8-fluoro-N-methyl-6-(trifluoromethyl)quinazolin-4-amine BrC1=C(C=C2C(=NC(=NC2=C1F)Cl)N(C)[C@H]1[C@H]([C@H](C1)OC(C)(C)C)CO[Si](C)(C)C(C)(C)C)C(F)(F)F